BrC1=CC=C(C=C1)C1COC1 3-(4-bromophenyl)oxetane